3-(6-((1-(4-(Difluoromethyl)phenyl)-4-methyl-1H-1,2,3-triazol-5-yl)methoxy)pyridazine-3-yl)oxazolidin-2-one FC(C1=CC=C(C=C1)N1N=NC(=C1COC1=CC=C(N=N1)N1C(OCC1)=O)C)F